C1(CC1)CC1(C[C@@H]2[C@@H](CN(C2)CC(=O)C2=NC=C(C=C2)O)C1)O 2-((3aR,5r,6aS)-5-(cyclopropylmethyl)-5-hydroxyhexahydrocyclopenta[c]pyrrol-2(1H)-yl)-1-(5-hydroxypyridin-2-yl)ethanone